CN1SC(C(=C1C)C(CC)=O)=NC1=CC=CC=C1 2,3-dimethyl-4-propionyl-N-phenylisothiazol-5(2H)-imine